2-(2,4-dioxo-1,4-dihydroquinazolin-3(2H)-yl)-N-(1-(5-fluoro-2-methoxyphenyl)ethyl)acetamide O=C1NC2=CC=CC=C2C(N1CC(=O)NC(C)C1=C(C=CC(=C1)F)OC)=O